N-acetyl-S-((2-bromobenzyl)thio)-L-cysteine C(C)(=O)N[C@@H](CSSCC1=C(C=CC=C1)Br)C(=O)O